fluorotetraphenyl-ethylene FC1=C(C=CC=C1)C(=C(C1=CC=CC=C1)C1=CC=CC=C1)C1=CC=CC=C1